C(C)(C)(C)N(C(O)=O)C1=CNC2=CC=C(C=C12)I.C(C1=CC=CC=C1)(=O)C1=CC=C(C=C1)SC1=CC=C(C=C1)C(C(C)(S(=O)(=O)C1=CC=C(C=C1)C)C)=O 1-[4-(4-Benzoylphenyl-sulfanyl)phenyl]-2-methyl-2-(4-methylphenylsulfonyl)propan-1-one Tert-butyl-(5-Iodo-1H-indol-3-yl)carbamate